4-dodecenyl 2-oxo-2-phenylacetate O=C(C(=O)OCCCC=CCCCCCCC)C1=CC=CC=C1